C(C)(C)(C)OC(=O)N([C@@H](C(=O)OCC1=CC=CC=C1)CC(=O)N1CCOCC1)CCC1=CC=CC=C1 benzyl (R)-2-((tert-butoxycarbonyl)(phenethyl)amino)-4-morpholino-4-oxobutanoate